[N+](=O)([O-])[O-].C(CCCC)[N+](CCCCC)(CCCCC)CCCCC tetrapentyl-ammonium nitrate